2-{[(2R,7aS)-2-fluoro-hexahydro-1H-pyrrolizin-7a-yl]methoxy}-4-[(1S,6R)-3,9-diazabicyclo[4.2.1]nonan-3-yl]-7-(8-ethylnaphthalen-1-yl)-8-fluoroquinazoline F[C@@H]1C[C@@]2(CCCN2C1)COC1=NC2=C(C(=CC=C2C(=N1)N1C[C@@H]2CC[C@H](CC1)N2)C2=CC=CC1=CC=CC(=C21)CC)F